2-n-butyl-1,2,3,4-tetrahydroacridine C(CCC)C1CC2=CC3=CC=CC=C3N=C2CC1